2,2,2-trifluoro-1-[(2'S,4S,7R)-4-hydroxy-2'-methyl-2-(trifluoromethyl)spiro[4,5-dihydrothieno[2,3-c]pyran-7,4'-piperidine]-1'-yl]ethanone FC(C(=O)N1[C@H](C[C@@]2(CC1)OC[C@H](C1=C2SC(=C1)C(F)(F)F)O)C)(F)F